C(C)OC(C#C[SiH3])(OCC)OCC tri(ethoxy)propynylsilane